BrC=1N=C(N(N1)C1=NC=C(C=C1)OCC(F)F)C(C)NC(C1=CC(=CC(=C1)C(F)(F)F)C(C)(C)C#N)=O N-[1-[5-bromo-2-[5-(2,2-difluoroethoxy)-2-pyridyl]-1,2,4-triazol-3-yl]ethyl]-3-(1-cyano-1-methyl-ethyl)-5-(trifluoromethyl)benzamide